(9-(4-fluorobenzyl)-6-oxaspiro[4.5]decan-9-yl)acetonitrile FC1=CC=C(CC2(CCOC3(CCCC3)C2)CC#N)C=C1